C(C)C[Si]([O-])(C)C Ethyl-trimethylsilanolate